C(CCCCC)C1=CC=C(C=C1)N(C=1C=C2CCN[C@H](C2=CC1)CNC1=C(C(=O)O)C=CN=C1)C (R)-3-(((6-((4-hexylphenyl)(methyl)amino)-1,2,3,4-tetrahydroisoquinolin-1-yl)methyl)amino)isonicotinic acid